NC1=NN2C(N=CC=C2)=C1C(=O)N[C@@H](C)C=1N(C(C=2C(=CC=C3C2C1CC3)C#C)=O)C3=CC=CC=C3 (S)-2-amino-N-(1-(8-ethynyl-1-oxo-2-phenyl-1,2,4,5-tetrahydrocyclopenta[de]isoquinolin-3-yl)ethyl)pyrazolo[1,5-a]pyrimidine-3-carboxamide